(4R)-1-(7-(4-fluorobenzoyl)-8-methyl-3-(4-(trifluoromethyl)thiazol-2-yl)-5,6,7,8-tetrahydroimidazo[1,5-a]pyrazin-1-yl)-4-hydroxypyrrolidin-2-one FC1=CC=C(C(=O)N2C(C=3N(CC2)C(=NC3N3C(C[C@H](C3)O)=O)C=3SC=C(N3)C(F)(F)F)C)C=C1